adipic acid, diethyl ester C(CCCCC(=O)OCC)(=O)OCC